COC(C1=CC(=C(C=C1)F)O)=O 4-fluoro-3-hydroxy-benzoic acid methyl ester